Cl.FC=1C(=C(C=C(C1)C1=CC(=NC=C1)OC)O)C=1N=NC(=CC1)N(C1CC(NC(C1)(C)C)(C)C)C 3-fluoro-5-(2-methoxypyridin-4-yl)-2-(6-(methyl(2,2,6,6-tetramethylpiperidin-4-yl)amino)pyridazin-3-yl)phenol hydrochloride salt